FC1=C(C(=CC=C1)F)C=1SC=CN1 2-(2,6-Difluorophenyl)thiazol